(E)-2-styrylaniline C(=C\C1=CC=CC=C1)/C1=C(N)C=CC=C1